BrC1=CC=C(C=C1)[C@@H](C(F)(F)F)NC(=O)C1CCC(CC1)O[Si](C)(C)C(C)(C)C (1r,4r)-N-[(1S)-1-(4-bromophenyl)-2,2,2-trifluoroethyl]-4-[(tertbutyldimethylsilyl)oxy]cyclohexane-1-carboxamide